1-ethyl-3-(6-((4-(2-fluoro-6-(1H-pyrazol-1-yl)pyridin-3-yl)piperidin-1-yl)methyl)pyrimidin-4-yl)urea C(C)NC(=O)NC1=NC=NC(=C1)CN1CCC(CC1)C=1C(=NC(=CC1)N1N=CC=C1)F